OCCCN(C(=O)N)CCCO N,N-bishydroxypropyl-urea